BrC1=CC(=C(C=C1)C(=C(C#N)C#N)O)F 2-[(4-bromo-2-fluoro-phenyl)-hydroxy-methylene]malononitrile